COC(C1=C(C=C(C(=C1)F)C1=CC=CC=2CN(COC21)C(C2=C(C=C(C=C2Cl)N2[C@H](CN(CC2)CCOC)C(N)=O)Cl)=O)N2CCOCC2)=O |r| rac-4-[3-[4-[2-carbamoyl-4-(2-methoxyethyl)piperazin-1-yl]-2,6-dichlorobenzoyl]-2,4-dihydro-1,3-benzoxazin-8-yl]-5-fluoro-2-morpholin-4-ylbenzoic acid methyl ester